CSC1=NC2=CC=C(C=C2C=N1)B(O)O (2-(methylthio)quinazolin-6-yl)boronic acid